4-((1S,3S)-3-butyl-6-methoxy-2-(3-(trimethylsilyl)propioloyl)-1,2,3,4-tetrahydroisoquinolin-1-yl)-N-cyclobutylbenzenesulfonamide C(CCC)[C@@H]1N([C@H](C2=CC=C(C=C2C1)OC)C1=CC=C(C=C1)S(=O)(=O)NC1CCC1)C(C#C[Si](C)(C)C)=O